2-bromo-6-(triphenylsilyl)pyridine BrC1=NC(=CC=C1)[Si](C1=CC=CC=C1)(C1=CC=CC=C1)C1=CC=CC=C1